O[C@@H]1[C@@H](NCCC1)C(=O)OC methyl (2r,3s)-3-hydroxypiperidine-2-carboxylate